C12(CC3CC(CC(C1)C3)C2)CCN2CC3NC(C2)C3 3-(2-((3r,5r,7r)-adamantan-1-yl)ethyl)-3,6-diazabicyclo[3.1.1]heptane